ClC=1C(=NC=C(C(=O)N(C)C2C=3C4=C(C(NC3CNC2)=O)C=C(C(=C4)F)F)C1)C(F)(F)F 5-chloro-N-(8,9-difluoro-6-oxo-1,2,3,4,5,6-hexahydrobenzo[c][1,7]naphthyridin-1-yl)-N-methyl-6-(trifluoromethyl)nicotinamide